trans-4-((2-((2-chloropyridin-4-yl)amino)-5-(piperidin-4-yl)pyrimidin-4-yl)amino)cyclohexan-1-ol ClC1=NC=CC(=C1)NC1=NC=C(C(=N1)N[C@@H]1CC[C@H](CC1)O)C1CCNCC1